(R)-1-(2,4-dimethyl-Oxybenzyl)-5-ethoxy-6-methyl-1,2,3,6-tetrahydropyrazinemethanol COC1=C(CN2[C@H](CN=C(C2C)OCC)CO)C=CC(=C1)OC